C(#N)C=1C(OC(C1C1=CC=C(C=C1)N(CCC)CCO)(C)C)=C(C#N)C#N 2-(3-cyano-4-(4-((2-hydroxyethyl)(propyl)amino)phenyl)-5,5-dimethylfuran-2(5H)-ylidene)malononitrile